racemic-cis-3-(trifluoromethyl)cyclohexane-1-carboxylic acid FC([C@H]1C[C@H](CCC1)C(=O)O)(F)F |r|